C(C)(=O)OC(C)(C)C1=NC=2C(=NC=CC2C2CCN(CC2)C(=O)OC(C)(C)C)N1.[Zn] zinc tert-butyl 4-[2-(1-acetoxy-1-methyl-ethyl)-3H-imidazo[4,5-b]pyridin-7-yl]piperidine-1-carboxylate